N[C@H](CCCNC(OCC1C2=CC=CC=C2C=2C=CC=CC12)=O)C(=O)NC(C(=O)N)(C)C (9H-fluoren-9-yl)methyl (R)-(4-amino-5-((1-amino-2-methyl-1-oxopropan-2-yl)amino)-5-oxopentyl)carbamate